methyl 4-[4-[2-[4-[1-[[5-(tert-butoxycarbonylamino)-2-methyl-benzoyl]amino]ethyl]-2-(2-thienyl)phenyl]ethynyl]-1-piperidyl]butanoate C(C)(C)(C)OC(=O)NC=1C=CC(=C(C(=O)NC(C)C2=CC(=C(C=C2)C#CC2CCN(CC2)CCCC(=O)OC)C=2SC=CC2)C1)C